(4R)-1-{[3-(11C)Methylpyridin-4-yl]methyl}-4-(3,4,5-trifluorophenyl)pyrrolidin-2-one [11CH3]C=1C=NC=CC1CN1C(C[C@@H](C1)C1=CC(=C(C(=C1)F)F)F)=O